ClN1C(C2(C3=CC=CC=C13)CC2)=O chloro-2'-oxospiro[cyclopropane-1,3'-indoline]